FC(C=1C(=C(C=CC1)[C@@H](C)NC=1C2=C(N=CN1)N(C(C(=C2)C2(CC[SH2](CC2)=O)O)=O)C)F)F 4-{[(1R)-1-[3-(difluoromethyl)-2-fluorophenyl]ethyl]amino}-6-(4-hydroxy-1-oxo-1λ6-thian-4-yl)-8-methyl-7H,8H-pyrido[2,3-d]pyrimidin-7-one